OC(C)C=1C(=NC(=CC1)N1C=NC2=C1C=CC(=C2)NC=2N=NC(=CC2)C)NCC2(CC2)C#N 1-[[[3-(1-Hydroxyethyl)-6-[5-[(6-methylpyridazin-3-yl)amino]benzimidazol-1-yl]-2-pyridyl]amino]methyl]cyclopropanecarbonitrile